CCCCC pentaane